1,1-dioxo-5-[[4-[5-(trifluoromethyl)-1,2,4-oxadiazol-3-yl]phenyl]methyl]-2,3-dihydro-1λ6,5-benzothiazepine-4-One O=S1(CCC(N(C2=C1C=CC=C2)CC2=CC=C(C=C2)C2=NOC(=N2)C(F)(F)F)=O)=O